sodium (2S,3R)-2,3-diacetoxy-4-((2-(((2R,3S)-2,3-diacetoxy-4-sulfinatobutyl)disulfanyl)ethyl)disulfanyl)butane-1-sulfinate C(C)(=O)O[C@H](CS(=O)[O-])[C@H](CSSCCSSC[C@@H]([C@@H](CS(=O)[O-])OC(C)=O)OC(C)=O)OC(C)=O.[Na+].[Na+]